ethyl 6-(1-benzyl-1H-pyrazole-4-carbonyl)-2-((S)-2,2-dimethylcyclopropane-1-carbonyl)-2,6-diazaspiro[3.4]octane-8-carboxylate C(C1=CC=CC=C1)N1N=CC(=C1)C(=O)N1CC2(CN(C2)C(=O)[C@@H]2C(C2)(C)C)C(C1)C(=O)OCC